acryloylethoxyphthalate C(C=C)(=O)C=1C(=C(C(C(=O)[O-])=CC1)C(=O)[O-])OCC